1-(3-Cyclopropyl-4-fluorophenyl)ethanone C1(CC1)C=1C=C(C=CC1F)C(C)=O